(S)-3-allyl-4-oxotetrahydro-2H-pyran-3-carboxylic acid methyl ester COC(=O)[C@]1(COCCC1=O)CC=C